ClC=1C=C2C3=C(N(C2=C(C1)C=1C=NC=NC1)CC)C=NC=C3 6-Chloro-9-ethyl-8-pyrimidin-5-yl-9H-pyrido[3,4-b]indole